CN(CCOC1=CC(=NC=C1)C=1N=C(C2=C(N1)CCC2)N(CC(=O)N)CC(F)(F)F)C 2-[(2-{4-[2-(dimethylamino)ethoxy]pyridin-2-yl}-5H,6H,7H-cyclopenta[d]pyrimidin-4-yl)(2,2,2-trifluoroethyl)amino]acetamide